ClC1=C2C(=C(C(=NC2=C(C=C1)Cl)S(=O)C=1C=NC=NC1)C(C)=O)NC1=CC=C(C=C1)C(F)(F)F 1-(5,8-dichloro-2-(pyrimidin-5-ylsulfinyl)-4-((4-(trifluoromethyl)phenyl)amino)quinolin-3-yl)ethan-1-one